(5S,5aS,9R,9aR,10aR)-5-methyl-9-(2,2,2-trifluoroacetyl)-1,5,5a,6,7,8,9,9a,10,10a-decahydrooxazolo[3,4-b]isoquinolin-3-one C[C@@H]1N2[C@H](C[C@H]3[C@@H](CCC[C@H]13)C(C(F)(F)F)=O)COC2=O